2-amino-N-[(1S,2S)-2-{[4-(1H-indol-5-yl)phenyl]methoxy}cyclopentyl]-5-(1-methyl-1H-pyrazol-4-yl)pyridine-3-carboxamide NC1=NC=C(C=C1C(=O)N[C@@H]1[C@H](CCC1)OCC1=CC=C(C=C1)C=1C=C2C=CNC2=CC1)C=1C=NN(C1)C